(s)-1'-(8-((2-amino-3-chloropyridin-4-yl)thio)-[1,2,4]triazolo[4,3-c]pyrimidin-5-yl)-5,7-dihydrospiro[cyclopenta[c]pyridine-6,4'-piperidine]-7-amine NC1=NC=CC(=C1Cl)SC=1C=2N(C(=NC1)N1CCC3(CC1)CC1=C(C=NC=C1)[C@H]3N)C=NN2